4-(piperidin-4-ylmethyl)benzamide diethyl-((5-carbamoyl-7-((4-hydroxy-4-methylpentyl)oxy)-3-(trifluoromethyl)benzo[b]thiophen-2-yl)difluoromethyl)phosphonate C(C)OP(OCC)(=O)C(F)(F)C1=C(C2=C(S1)C(=CC(=C2)C(N)=O)OCCCC(C)(C)O)C(F)(F)F.N2CCC(CC2)CC2=CC=C(C(=O)N)C=C2